BrC1=C2C(=NC=C1)NC(=N2)C=2C(=NN(C2C)C)C 7-Bromo-2-(1,3,5-trimethyl-1H-pyrazol-4-yl)-3H-imidazo[4,5-b]pyridine